3-(1-hydroxy-2-m-tolylaminoethyl)-1H-1,2,4-triazol-5(4H)-one OC(CNC=1C=C(C=CC1)C)C1=NNC(N1)=O